8-(8-Azabicyclo[3.2.1]octan-3-yloxy)-4-[(2R)-3-(3,4-dihydro-1H-isoquinolin-2-yl)-2-hydroxy-propyl]-2,3-dihydro-1,4-benzoxazepin-5-one dihydrochloride Cl.Cl.C12CC(CC(CC1)N2)OC2=CC1=C(C(N(CCO1)C[C@@H](CN1CC3=CC=CC=C3CC1)O)=O)C=C2